FC(C)(F)C1=NC=C(C=C1)C1=CC(=C(C=C1)F)OC(F)F 2-(1,1-difluoroethyl)-5-(3-(difluoromethoxy)-4-fluorophenyl)pyridine